N-(3-(guanidinoformyl)-4-fluorophenyl)-2-(4-fluoro-2-methylphenoxy)-4-(trifluoromethyl)benzamide N(C(=N)N)C(=O)C=1C=C(C=CC1F)NC(C1=C(C=C(C=C1)C(F)(F)F)OC1=C(C=C(C=C1)F)C)=O